FC(C=1C=CC(=NC1)OC1(CC1)C(=O)O)(F)F 1-((5-(trifluoromethyl)pyridin-2-yl)oxy)cyclopropanoic acid